(S)-5-(tert-butyl)-1-(1-(2-fluoroethyl)pyrrolidin-3-yl)-3-isothiocyanato-1H-pyrazole C(C)(C)(C)C1=CC(=NN1[C@@H]1CN(CC1)CCF)N=C=S